OCCS(=O)(C)=N (2-hydroxyethyl)(imino)(methyl)-λ6-sulfanone